FC(C1=CC=C(OC2=CC=C3C=CN=C(C3=C2)C=2CN(CC2)C(=O)OC(C)(C)C)C=C1)(F)F tert-butyl 3-(7-(4-(trifluoromethyl)phenoxy)isoquinolin-1-yl)-2,5-dihydro-1H-pyrrole-1-carboxylate